The molecule is an organic sodium salt and a xanthene dye. It has a role as a fluorochrome. It contains a sulforhodamine G anion. CCNC1=CC2=C(C=C1C)C(=C3C=C(C(=[NH+]CC)C=C3O2)C)C4=C(C=C(C=C4)S(=O)(=O)[O-])S(=O)(=O)[O-].[Na+]